8-methyl-yl-7-(2,2,2-trifluoroethyl)-6,7,8,9-tetrahydrooxazolo[5,4-f]isoquinolin-2(3H)-one C=C1N(CC2=CC=C3C(=C2C1)OC(N3)=O)CC(F)(F)F